P(=O)([O-])([O-])[O-].[S+2].[V+5].[Li+] lithium vanadium sulphur phosphate